N(=[N+]=[N-])C(C)(C)C1=CN=C(C2=CN=C(C=C12)Cl)OC[C@H]1N(CCC1)C(C)=O (S)-1-(2-(((4-(2-azidopropan-2-yl)-6-chloro-2,7-naphthyridin-1-yl)oxy)methyl)pyrrolidin-1-yl)ethan-1-one